4,7-dimercaptomethyl-1,11-dimercaptoethyl-3,6,9-trithiaundecane SCC(SCCC(C)S)CSC(CSCCS)CS